5,6,7,8-Tetrahydronaphthalene-1-carbaldehyde C1(=CC=CC=2CCCCC12)C=O